N-[2-(3,4-dimethoxyphenyl)ethyl]-2-[[5-[(4,6-dimethylpyrimidin-2-yl)sulfanyl-methyl]-1,3,4-oxadiazol-2-yl]-sulfanyl]acetamide COC=1C=C(C=CC1OC)CCNC(CSC=1OC(=NN1)CSC1=NC(=CC(=N1)C)C)=O